ClC1=CC=CC(=N1)\C=N\[S@@](=O)C(C)(C)C (S)-N-[(1E)-(6-chloropyridin-2-yl)methylene]-2-methylpropane-2-sulfinamide